(E)-2-hydroxy-1,2-diphenylethan-1-one oxime OC(/C(=N/O)/C1=CC=CC=C1)C1=CC=CC=C1